cyclopentyl-N-(2-fluorophenyl)-2-((5-(piperazin-1-yl)pyridin-2-yl)amino)-7H-pyrrolo[2,3-d]pyrimidine-6-carboxamide C1(CCCC1)C=1C2=C(N=C(N1)NC1=NC=C(C=C1)N1CCNCC1)NC(=C2)C(=O)NC2=C(C=CC=C2)F